C(#N)C1=CC=C(S1)C1=CC=C(O[C@H]2[C@H](COC2)NS(=O)(=O)C(C)C)C=C1 Propane-2-sulfonic acid {(3S,4S)-4-[4-(5-cyano-thiophen-2-yl)-phenoxy]-tetrahydro-furan-3-yl}-amide